4-(piperidin-4-yl)piperazine N1CCC(CC1)N1CCNCC1